NC1=NC(=NC(=C1)C#N)N1CCC2(CC1)[C@@H](C1=C(C=NC=C1)C2)N[S@](=O)C(C)(C)C (R)-N-((S)-1'-(4-amino-6-cyanopyrimidin-2-yl)-5,7-dihydrospiro[cyclopenta[c]pyridin-6,4'-piperidin]-5-yl)-2-methylpropane-2-sulfinamide